C(N)(=O)C1=NN(C=C1NC(=O)C=1N=C(OC1)C1=CC(=NC=C1)N(C(OC(C)(C)C)=O)CC(F)(F)F)C1=CC=C(C=C1)C(NCCCCCO)=O Tert-butyl N-[4-[4-[[3-carbamoyl-1-[4-(5-hydroxypentylcarbamoyl)phenyl]pyrazol-4-yl] carbamoyl]oxazol-2-yl]-2-pyridyl]-N-(2,2,2-trifluoroethyl)carbamate